3-Boc-3-azabicyclo[3.1.0]hexane-1-carboxylic acid C(=O)(OC(C)(C)C)N1CC2(CC2C1)C(=O)O